N1CC(CCCC1)NC=1C2=C(N=CN1)C(=CC(=N2)C2=CC=C(C=C2)CN2CCOCC2)C(=O)N 4-(azepan-3-ylamino)-6-(4-(morpholinomethyl)phenyl)pyrido[3,2-d]pyrimidine-8-carboxamide